5-(4-cyclopropylindolin-1-yl)sulfonyl-2H-isoquinolin-1-one C1(CC1)C1=C2CCN(C2=CC=C1)S(=O)(=O)C1=C2C=CNC(C2=CC=C1)=O